C(#N)C1=C2C[C@H](CNC2=CC=C1)[C@@H](C1=CC=CC=C1)NC[C@H](C)C1=CC=C(C=C1)[C@H](C(=O)O)C |&1:21,29| (R and S)-2-(4-((R and S)-1-(((S)-((R)-5-cyano-1,2,3,4-tetrahydroquinolin-3-yl)(phenyl)methyl)amino)propan-2-yl)phenyl)propanoic acid